ClC1=C(C(=CC(=C1)F)Cl)NC(C1=C(C=C(C(=C1)F)N1N=C2COCCN2C1=O)O[C@H](C(F)(F)F)C)=O N-(2,6-dichloro-4-fluorophenyl)-5-fluoro-4-(3-oxo-5,6-dihydro-3H-[1,2,4]triazolo[3,4-c]-[1,4]oxazin-2(8H)-yl)-2-{[(2S)-1,1,1-trifluoropropan-2-yl]oxy}benzamide